1-(4-(3-(3-chloro-4-cyanophenyl)-5,5-dimethyl-4-oxo-2-thioxoimidazolidin-1-yl)phenyl)piperidin ClC=1C=C(C=CC1C#N)N1C(N(C(C1=O)(C)C)C1=CC=C(C=C1)N1CCCCC1)=S